isopropyl-2-methylimidazole C(C)(C)C=1N=C(NC1)C